(12aR)-9-bromo-8,10-difluoro-3,4,12,12a-tetrahydro-6H-pyrazino[2,1-c][1,4]benzooxazepine-2(1H)-carboxylic acid tert-butyl ester C(C)(C)(C)OC(=O)N1C[C@@H]2COC3=C(CN2CC1)C=C(C(=C3F)Br)F